CCOC(C)(C)OCC 2,2-dimethylmethoxypropane